FC=1C=C(C=CC1F)CN1CCOC2=C(C1=O)C=C(C=C2)OC2=CC(=NC=C2)C=2C=NN(C2)C 4-[(3,4-difluorophenyl)methyl]-7-{[2-(1-methylpyrazol-4-yl)-4-pyridyl]oxy}-2,3-dihydro-1,4-benzoxazepin-5-one